N1(CCCC1)CCOCC1=CC=CC=N1 6-((2-(pyrrolidin-1-yl)ethoxy)methyl)pyridin